3α,7β-dihydroxy-5β-cholan-24-oic acid O[C@H]1C[C@H]2C[C@@H]([C@H]3[C@@H]4CC[C@H]([C@@H](CCC(=O)O)C)[C@]4(CC[C@@H]3[C@]2(CC1)C)C)O